ClC=1C=CC=2N=CN=C(C2N1)NC=1C(=C(C=CC1F)NS(=O)(=O)C1=CSC(=C1C)C)F N-(3-((6-chloropyrido[3,2-d]pyrimidin-4-yl)amino)-2,4-difluorophenyl)-4,5-dimethylthiophene-3-sulfonamide